silver-tin-lead [Pb].[Sn].[Ag]